FC1=C2C(N(C3(C2=CC(=C1)OC)CCC1(CC3)OCCO1)C[C@H](COCC1=CC=C(C=C1)OC)C)=O fluoro-6''-methoxy-2''-{(2R)-3-[(4-methoxyphenyl)methoxy]-2-methylpropyl}dispiro[[1,3]dioxolane-2,1'-cyclohexane-4',1''-isoindol]-3''(2''H)-one